C1(OCC=C2C1=C1C(O2)=CC=C1)=O cyclopenta[4,5]furo[3,2-c]pyrone